NN1C=NC(=C2N3C(N=C12)N(C(N3C)=O)CCN3CCN(CC3)C3=CC=C(C=C3)C(COC)(C)C)C=3OC=CC3 5-Amino-8-(2-furyl)-3-[2-[4-[4-(2-methoxy-1,1-dimethyl-ethyl)phenyl]piperazin-1-yl]ethyl]-1-methyl-[1,2,4]triazolo[5,1-f]purin-2-one